(R)-N-(4-(1-(2-chloro-4-fluorophenyl)ethoxy)phenyl)-5-fluoro-6-(1H-tetrazol-5-yl)benzofuran-3-carboxamide ClC1=C(C=CC(=C1)F)[C@@H](C)OC1=CC=C(C=C1)NC(=O)C1=COC2=C1C=C(C(=C2)C2=NN=NN2)F